C1(=CC=CC=2SC3=C(C21)C=CC=C3)C3=C(C(=C(C(=C3C3=CC=CC=2SC1=C(C23)C=CC=C1)C1=CC=C(C=C1)N1C2=CC=C(C=C2C=2C=C(C=CC12)C)C)C#N)C1=NC(=NC(=C1)C1=CC=CC=C1)C1=CC=CC=C1)C1=CC=C(C=C1)N1C2=CC=C(C=C2C=2C=C(C=CC12)C)C 5',6'-bis(dibenzo[b,d]thiophen-1-yl)-4,4''-bis(3,6-dimethyl-9H-carbazol-9-yl)-3'-(2,6-diphenylpyrimidin-4-yl)-[1,1':4',1''-terphenyl]-2'-carbonitrile